[6-(3-cyclopropyl-1H-pyrazol-5-yl)-2-azaspiro[3.3]heptan-2-yl]-[7-[[4-(trifluoromethyl)thiazol-2-yl]methyl]-2,7-diazaspiro[3.5]nonan-2-yl]methanone C1(CC1)C1=NNC(=C1)C1CC2(CN(C2)C(=O)N2CC3(C2)CCN(CC3)CC=3SC=C(N3)C(F)(F)F)C1